P(=O)(O)(O)O.FC(C1=NN=C2N1CCNC2)(F)F 5,6,7,8-tetrahydro-3-(trifluoromethyl)-1,2,4-triazolo[4,3-a]pyrazine phosphate